tert-Butyl 4-((4-(butylthio)-6-(trifluoromethyl)quinazolin-2-yl)oxy)piperidine-1-carboxylate C(CCC)SC1=NC(=NC2=CC=C(C=C12)C(F)(F)F)OC1CCN(CC1)C(=O)OC(C)(C)C